ClC1=CC=C(C(=N1)C(=O)O)NC(C)C=1C=C(C=C2C(N(C(=NC12)N1CCCCC1)C)=O)C 6-chloro-3-((1-(3,6-dimethyl-4-oxo-2-(piperidin-1-yl)-3,4-dihydroquinazolin-8-yl)ethyl)amino)picolinic acid